C[C@H](C(=O)O)O[C@H]1[C@@H]([C@H](OC([C@@H]1N)O)CO)O muramate